2,3,4,6-tetrakis(3,6-di-tert-butyl-9H-carbazol-9-yl)-5-(pyridin-3-yl)benzonitrile C(C)(C)(C)C=1C=CC=2N(C3=CC=C(C=C3C2C1)C(C)(C)C)C1=C(C#N)C(=C(C(=C1N1C2=CC=C(C=C2C=2C=C(C=CC12)C(C)(C)C)C(C)(C)C)N1C2=CC=C(C=C2C=2C=C(C=CC12)C(C)(C)C)C(C)(C)C)C=1C=NC=CC1)N1C2=CC=C(C=C2C=2C=C(C=CC12)C(C)(C)C)C(C)(C)C